ClC1=C(C=C(C=C1)NC(=O)NC1=CC=C(C=C1)OC1=CC=NC2=CC(=C3C(=C12)OCCO3)OC3CCOCC3)C(F)(F)F 1-(4-chloro-3-(trifluoromethyl)phenyl)-3-(4-((5-((tetrahydro-2H-pyran-4-yl)oxy)-2,3-dihydro-[1,4]dioxino[2,3-f]quinolin-10-yl)oxy)phenyl)urea